N-(4-acetyl-2-fluorophenyl)-6-chloro-1H-indole-3-sulfonamide C(C)(=O)C1=CC(=C(C=C1)NS(=O)(=O)C1=CNC2=CC(=CC=C12)Cl)F